3-((1-methyl-2-oxo-1,2-dihydro-6H-pyrido[3',2':6,7]azepino[4,3,2-cd]isoindol-6-yl)methyl)benzamide CN1C(C=2C=CC=C3C2C1=CC1=C(N3CC=3C=C(C(=O)N)C=CC3)N=CC=C1)=O